C(C)(C)(C)OC(N[C@H]1C[C@@H](CC1)N1C(N(C=2C1=C1C(=NC2)N(C(=C1)Br)S(=O)(=O)C1=CC=CC=C1)C([2H])([2H])[2H])=O)=O ((1r,3r)-3-(7-bromo-3-(methyl-d3)-2-oxo-6-(phenylsulfonyl)-3,6-dihydroimidazo[4,5-d]pyrrolo[2,3-b]pyridin-1(2H)-yl)cyclopentyl)carbamic acid tert-butyl ester